oxygen Propan-2-ylnicotinate CC(C)OC(C1=CN=CC=C1)=O.[O]